(R)-tert-butyl 4-(3-aminopiperidin-1-yl)-2-methyl-5,8-dihydropyrido[3,4-d]pyrimidine-7(6H)-carboxylate N[C@H]1CN(CCC1)C=1C2=C(N=C(N1)C)CN(CC2)C(=O)OC(C)(C)C